tert-Butyl 6-[(2-methylpyrazol-3-yl)methoxy]-3,4-dihydro-1H-isoquinoline-2-carboxylate CN1N=CC=C1COC=1C=C2CCN(CC2=CC1)C(=O)OC(C)(C)C